C[Si](CCCSSSCCC[Si](OC)(OC)C)(OC)OC bis(3-methyldimethoxysilylpropyl) trisulfide